C(C)(C)(C)OC(=O)N(C)CC=1C=C(N(C1)S(=O)(=O)C=1C=C(C=NC1)/C=C/C(=O)O)C1=C(C=CC=C1)F (E)-3-(5-((4-(((tert-butoxycarbonyl)(methyl)amino)methyl)-2-(2-fluorophenyl)-1H-pyrrole-1-yl)sulfonyl)pyridin-3-yl)acrylic acid